C(C)C1=C(N=C(C(=N1)C(=O)N)NC1=CC(=C(C=C1)N1CCN(CC1)CCCCCCCC(=O)NO)OC)NC1CCOCC1 6-Ethyl-3-((4-(4-(8-(hydroxyamino)-8-oxooctyl)piperazin-1-yl)-3-methoxyphenyl)amino)-5-((tetrahydro-2H-pyran-4-yl)amino)pyrazine-2-carboxamide